2-hydroxy-4-(2-bromo-3-phenylbenzyloxy)-5-chlorobenzaldehyde OC1=C(C=O)C=C(C(=C1)OCC1=C(C(=CC=C1)C1=CC=CC=C1)Br)Cl